Ethyl 3-[(5-bromo-2-carbamoyl-1H-indol-3-yl) amino]-3-oxo-propanoate BrC=1C=C2C(=C(NC2=CC1)C(N)=O)NC(CC(=O)OCC)=O